C(C=C(C)C)OC=CC(=C)C trans-prenyl-(3-methyl-butadienyl)ether